P(OC(C)OP([O-])=O)([O-])=O ethylidene bisphosphonate